N-[1-[1-[2-[1-(3-methylpyrazin-2-yl)-4-piperidyl]ethyl]-4,5,6,7-tetrahydroindazole-3-carbonyl]-4-piperidyl]acetamide CC=1C(=NC=CN1)N1CCC(CC1)CCN1N=C(C=2CCCCC12)C(=O)N1CCC(CC1)NC(C)=O